ClC1=CC=C(OC2CCN(CC2)S(=O)(=O)N2[C@@H]([C@@H]3CC[C@H](C2)N3C(=O)OCCOC)C(=O)OCC)C=C1 (1S,2S,5R)-2-ethyl 8-(2-methoxyethyl) 3-((4-(4-chlorophenoxy)piperidin-1-yl)sulfonyl)-3,8-diazabicyclo[3.2.1]octane-2,8-dicarboxylate